NC1=CC=CC=2N=C(OC21)NC=2NC(=C(C(N2)C2=C(C=C(C=C2)F)Cl)C(=O)NCC=2C=NN(C2)C)C 2-((7-aminobenzo[d]oxazol-2-yl)amino)-4-(2-chloro-4-fluorophenyl)-6-methyl-N-((1-methyl-1H-pyrazol-4-yl)methyl)-1,4-dihydropyrimidine-5-carboxamide